1-(4-(3-chloro-3,3-difluoroprop-1-en-2-yl)phenyl)ethane methyl-2-(((tert-butoxycarbonyl)amino)methyl)-5-chlorobenzofuran-7-carboxylate COC(=O)C1=CC(=CC=2C=C(OC21)CNC(=O)OC(C)(C)C)Cl.ClC(C(=C)C2=CC=C(C=C2)CC)(F)F